5-fluoro-1H-benzimidazole-2-carboxamide FC1=CC2=C(NC(=N2)C(=O)N)C=C1